4-[(5-fluoro-4-{4-oxa-7-azaspiro[2.5]octan-7-yl}pyrimidin-2-yl)amino]-N-(2-methoxyethyl)benzenesulfonamide FC=1C(=NC(=NC1)NC1=CC=C(C=C1)S(=O)(=O)NCCOC)N1CCOC2(CC2)C1